1,5-DIMETHYLBICYCLO[3.2.1]OCTAN CC12CCCC(CC1)(C2)C